(dipentylamino)silane C(CCCC)N(CCCCC)[SiH3]